Cl.C(C)C([C@H](C)N)CC (s)-3-ethylpentan-2-amine hydrochloride